nickel nickel-iron-chromium [Cr].[Fe].[Ni].[Ni]